FC(C(F)(F)F)(O)C(C(C(C(C(C(C(F)(F)F)(F)F)(F)F)(F)F)(F)F)(F)F)(F)F Perfluoroheptyl-ethanol